ClC=1C(=C(C=C(C1)F)C(C)N1C(N(CC1)C(=O)OCCCC)=O)CO Butyl 3-(1-(3-chloro-5-fluoro-2-(hydroxymethyl)phenyl)ethyl)-2-oxoimidazolidine-1-carboxylate